3-bromo-7-(trifluoromethyl)quinoline BrC=1C=NC2=CC(=CC=C2C1)C(F)(F)F